NC1=NC=NN2C1=CC=C2[C@H]2[C@@H]([C@@H]([C@](O2)(CO)CF)O)O (2r,3s,4r,5s)-5-(4-aminopyrrolo[2,1-f][1,2,4]triazin-7-yl)-2-(fluoromethyl)-2-(hydroxymethyl)tetrahydrofuran-3,4-diol